FC1=CN=C2N1C=CC=C2 3-FluoroImidazo[1,2-a]Pyridine